ClC=1C(=C(C=CC1)[C@@H]1N(OCC1)C1=CC(=NC=N1)NC=1C(=CC(=C(C1)NC(C=C)=O)N1CCC(CC1)N1C[C@@H](O[C@@H](C1)C)C)OC)C N-(5-((6-((R)-3-(3-chloro-2-methylphenyl)-isoxazolidine-2-yl)pyrimidine-4-yl)amino)-2-(4-((2S,6R)-2,6-dimethylmorpholino)piperidine-1-yl)-4-methoxyphenyl)-acrylamide